6-Methyl-2-({[5-(naphthalen-2-yl)-1,3-oxazol-2-yl]methyl}sulfanyl)pyrimidin-4-amin CC1=CC(=NC(=N1)SCC=1OC(=CN1)C1=CC2=CC=CC=C2C=C1)N